R-camphorsulfonate [C@@]12(C(=O)CC(CC1)C2(C)C)CS(=O)(=O)[O-]